C1=C(NC=N1)C[C@@H](C(=O)OP(=O)(O)OC[C@@H]2[C@H]([C@H]([C@@H](O2)N3C=NC4=C(N=CN=C43)N)O)O)N Histidyl-Adenosine Monophosphate